CC1(O[C@@H]2[C@H](OC([C@@H]2O1)O)CO[Si](C)(C)C(C)(C)C)C 5-O-tert-butyldimethylsilyl-2,3-O-isopropylidene-D-ribofuranose